1-cyclobutyl-N-((2-((4-(6-(methylsilyl)-1H-indazol-4-yl)-1H-1,2,3-triazol-1-yl)methyl)imidazo[1,2-a]pyridin-6-yl)methyl)methylamine C1(CCC1)CNCC=1C=CC=2N(C1)C=C(N2)CN2N=NC(=C2)C2=C1C=NNC1=CC(=C2)[SiH2]C